4-chloro-6-cyclopropyloxy-2-(4-(4-((2,4-dimethoxybenzyl)amino)-8-methylimidazo[1,5-a]quinoxalin-7-yl)-1-methyl-1H-pyrazol-5-yl)-3-fluorobenzonitrile ClC1=C(C(=C(C#N)C(=C1)OC1CC1)C1=C(C=NN1C)C=1C=C2N=C(C=3N(C2=CC1C)C=NC3)NCC3=C(C=C(C=C3)OC)OC)F